N-cyclopropyl-2-(difluoromethoxy)-6-methoxy-4-[7-[(4-methylmorpholin-3-yl)methoxy]imidazo[1,2-a]pyridin-3-yl]benzamide C1(CC1)NC(C1=C(C=C(C=C1OC)C1=CN=C2N1C=CC(=C2)OCC2N(CCOC2)C)OC(F)F)=O